3-hydroxy-3-methyl-estran-17-one OC1(CC2CC[C@H]3[C@@H]4CCC([C@@]4(C)CC[C@@H]3[C@H]2CC1)=O)C